N1N=CC2=CC=C(C=C12)NC1=NC(=NC=C1OC)NC1=CC=C(C=C1)N1CCN(CC1)C N4-(1H-indazol-6-yl)-5-methoxy-N2-(4-(4-methylpiperazin-1-yl)phenyl)pyrimidine-2,4-diamine